4-[5-(3-chlorophenyl)-3,6-dioxo-1-phenyl-2,5-diazaoct-7-yn-4-yl]Cyclohexane-1-carboxylic acid methyl ester COC(=O)C1CCC(CC1)C(C(NCC1=CC=CC=C1)=O)N(C(C#C)=O)C1=CC(=CC=C1)Cl